2-[6-[(3,5-difluoro-2-pyridyl)methyl]-2,6-diazaspiro[3.3]heptane-2-carbonyl]-7-oxa-2,5-diazaspiro[3.4]octan-6-one FC=1C(=NC=C(C1)F)CN1CC2(CN(C2)C(=O)N2CC3(C2)NC(OC3)=O)C1